C(C)OC(CCC(C)=O)=O 4-oxopentanoic acid ethyl ester